[2-({2-chloro-4-fluoro-5-[3-methyl-2,6-dioxo-4-(trifluoromethyl)-3,6-dihydropyrimidin-1(2H)-yl]phenyl}sulfanyl)phenoxy]acetic acid ClC1=C(C=C(C(=C1)F)N1C(N(C(=CC1=O)C(F)(F)F)C)=O)SC1=C(OCC(=O)O)C=CC=C1